(tributylsilyl)pentanamide C(CCC)[Si](CCCC)(CCCC)C(C(=O)N)CCC